C(C)OC(C(C(C(=O)O)C(C)CC)(C(C)CC)C#N)=O 2-cyano-2,3-di-sec-butylbutanedioic acid-1-ethyl ester